OC[C@H]1CN(CCO1)C(=O)C1=CC=C(C=N1)NC(O[C@@H](COC1=CC2=C(N=C(S2)C2=C3N=CC(=NC3=CC(=C2)C)OC)C=C1F)C)=O (R)-1-((5-fluoro-2-(2-methoxy-7-methylquinoxalin-5-yl)benzo[d]thiazol-6-yl)oxy)propan-2-yl (6-((R)-2-(hydroxymethyl)morpholine-4-carbonyl)pyridin-3-yl)carbamate